2-(2,6-dioxo-3-piperidyl)-4-[4-(4-piperidylmethyl)-1-piperidyl]isoindoline-1,3-dione O=C1NC(CCC1N1C(C2=CC=CC(=C2C1=O)N1CCC(CC1)CC1CCNCC1)=O)=O